C(C)N(CCCC(C)NC1=NC=C(N=C1)CNC=1C=C(C=C2C=CC=NC12)C)CC N1,N1-diethyl-N4-(5-(((6-methylquinolin-8-yl)amino)methyl)pyrazin-2-yl)pentane-1,4-diamine